(1-methylindenyl)(pentamethylcyclopentadienyl)hafnium dichloride [Cl-].[Cl-].CC1C(=CC2=CC=CC=C12)[Hf+2]C1(C(=C(C(=C1C)C)C)C)C